3-(2,3,4-trifluorophenoxy)azetidine FC1=C(OC2CNC2)C=CC(=C1F)F